1-[2-({4-[7-(aminocarbonyl)-2H-indazole-2-yl]benzyl}ammonio)ethyl]pyrrolidinium NC(=O)C1=CC=CC2=CN(N=C12)C1=CC=C(C[NH2+]CC[NH+]2CCCC2)C=C1